tert-butyl (S)-6-(3-(4-((2-((tert-butyldimethylsilyl) oxy) propyl) (methyl) carbamoyl) phenyl)-1H-pyrrolo[2,3-b]pyridin-5-yl)-8-methyl-3,4-dihydroisoquinoline-2(1H)-carboxylate [Si](C)(C)(C(C)(C)C)O[C@H](CN(C(=O)C1=CC=C(C=C1)C1=CNC2=NC=C(C=C21)C=2C=C1CCN(CC1=C(C2)C)C(=O)OC(C)(C)C)C)C